(S)-5-(4-fluoro-2-methoxyphenyl)-1-(1-(6-ethoxy-5-methoxypyridin-2-yl)-2-(methylsulfonyl)ethyl)-3-methyl-1H-benzo[d]imidazol-2(3H)-one FC1=CC(=C(C=C1)C1=CC2=C(N(C(N2C)=O)[C@H](CS(=O)(=O)C)C2=NC(=C(C=C2)OC)OCC)C=C1)OC